4-(4-(2,5-diazabicyclo[4.1.0]hept-2-yl)-2-methylbenzo[d][1,3]dioxol-2-yl)-3-fluorobenzonitrile C12N(CCNC2C1)C1=CC=CC=2OC(OC21)(C)C2=C(C=C(C#N)C=C2)F